S(C1=C(C(=CC(=C1)C)C(C)(C)C)O)C1=C(C(=CC(=C1)C)C(C)(C)C)O thio-bis-(6-tert-butyl-4-methylphenol)